3-[(5-formyl-2-methylsulfanyl-pyrimidin-4-yl)amino]piperidine-1-carboxylic acid tert-butyl ester C(C)(C)(C)OC(=O)N1CC(CCC1)NC1=NC(=NC=C1C=O)SC